NC1=NC2=CC=C(C=C2C=C1C)C(=O)N(CC1=NC=C(C=C1)C(F)(F)F)C[C@H]1CC2=C(NC=N2)CC1 2-amino-3-methyl-N-((5R)-4,5,6,7-tetrahydro-1H-benzimidazol-5-ylmethyl)-N-((5-(trifluoromethyl)-2-pyridinyl)methyl)-6-quinolinecarboxamide